3,7-dimethyl-oct-1,6-dien-3-yl acetate C(C)(=O)OC(C=C)(CCC=C(C)C)C